BrC1=CC(=C(C=C1OC([2H])([2H])[2H])CCN)OC 2-(4-bromo-2-methoxy-5-(methoxy-d3)-phenyl)ethanamine